(1-(3-cyclopropylbenzyl)-1H-indol-5-yl)acrylamide Behenyl-acrylate Behenyl-methacrylate C(CCCCCCCCCCCCCCCCCCCCC)OC(C(=C)C)=O.C(CCCCCCCCCCCCCCCCCCCCC)OC(C=C)=O.C1(CC1)C=1C=C(CN2C=CC3=CC(=CC=C23)C(C(=O)N)=C)C=CC1